O=C1N(C(CC1)=O)OC(CCC(SC1=NC=CC=C1)C1CC1)=O 4-cyclopropyl-4-(pyridin-2-ylthio)butanoic acid 2,5-dioxopyrrolidin-1-yl ester